ClC=1C=CC(=C2[C@@H](CCOC12)NC(C1=CC(=CC=C1)NC1(CCNCC1)C1=NN=C(N1)C1=CC=NC=C1)=O)F (R)-N-(8-chloro-5-fluorochroman-4-yl)-3-((4-(5-(pyridin-4-yl)-4H-1,2,4-triazol-3-yl)piperidin-4-yl)amino)benzamide